(2,2,8,8-tetramethyl-3,4,7,8-tetrahydro-2H,6H-pyrano[3,2-g]chromen-10-yl)boronic acid CC1(OC2=C(C3=C(C=C2CC1)CCC(O3)(C)C)B(O)O)C